COC1=C(C=CC(=C1)S(=O)(=O)C)NCC#CC=1N(C=2C=CC=C(C2C1)NC1CCNCC1)CC(F)(F)F 2-(3-((2-methoxy-4-(methylsulfonyl)phenyl)amino)prop-1-yn-1-yl)-N-(piperidin-4-yl)-1-(2,2,2-trifluoroethyl)-1H-indol-4-amine